C1(CC1)C=1N=NN(C1)[C@H](C(=O)N1[C@@H](C[C@H](C1)O)C(=O)NC1CC2(C1)COC(C2)C)C(C)(C)C (2S,4r)-1-[(2S)-2-(4-cyclopropyl-triazol-1-yl)-3,3-dimethyl-butyryl]-4-hydroxy-N-(7-methyl-6-oxaspiro[3.4]octane-2-yl)pyrrolidine-2-carboxamide